C(C)(=O)C=1C2=C(C(=NC1)N)C(=NN2[C@@H]2CN(CC2)C(C=C)=O)C#CC2=C(C(=CC(=C2)OC)OC)F (S)-1-(3-(7-acetyl-4-amino-3-((2-fluoro-3,5-dimethoxyphenyl)ethynyl)-1H-pyrazolo[4,3-c]pyridin-1-yl)pyrrolidin-1-yl)prop-2-en-1-one